NC1=C2C=CN=CC2=CC=C1CCC(=O)OCC Ethyl 3-(5-amino-6-isoquinolyl)propanoate